N,N-dicyanoethyl-1,4-phenylenediamine C(#N)N(C1=CC=C(C=C1)NCC)C#N